ClC1=CN=C(C=N1)N1CCC2=C(CC1)C=C(C=C2)NC(C)=O N-(3-(6-Chloropyrazin-3-yl)-2,3,4,5-tetrahydro-1H-benzo[d]azepin-7-yl)acetamide